FC=1C=C(C=CC1C)N1C(OC=C1C1=CC=CC=C1)C1=CC=CC=C1 3-(3-fluoro-4-methylphenyl)-2,4-diphenyl-2,3-dihydrooxazole